4-[5-chloro-8-(2,6-difluorophenyl)-3,4,7,9,12-pentazatricyclo[8.4.0.02,6]tetradeca-1(10),2(6),4,7,11,13-hexaen-13-yl]-2,2,3,3,5,5,6,6-octadeuterio-morpholine ClC1=NNC=2C=3C=C(N=CC3NC(=NC12)C1=C(C=CC=C1F)F)N1C(C(OC(C1([2H])[2H])([2H])[2H])([2H])[2H])([2H])[2H]